CN1N=C2N(C=CC(=C2)C2=C(C=CC=C2)NC2=CC=C(C=C2)C(F)(F)F)C1=O 2-Methyl-7-(2-((4-(trifluoromethyl)phenyl)amino)phenyl)-[1,2,4]triazolo[4,3-a]pyridin-3(2H)-one